CC1=CC=NC=2C3=NC=CC(=C3C(C(C12)=O)=O)C 4,7-dimethyl-1,10-phenanthroline-5,6-dione